C(C)(C)(C)OC(NCC(=C(F)F)CN1N=CN(C1=O)CC1=CC(=CC=C1)Br)=O [2-[[4-[(3-bromophenyl)methyl]-5-oxo-1,2,4-triazol-1-yl]methyl]-3,3-difluoro-allyl]carbamic acid tert-butyl ester